FC1=CC=C(C=C1)N1C2=C(C=3C(=CC=CC13)O)C1(OCC2(C)C)CC(C1)(C(=O)O)C (1S,3S)-5'-(4-fluorophenyl)-9'-hydroxy-3,4',4'-trimethyl-4',5'-dihydro-3'H-spiro[cyclobutane-1,1'-pyrano[4,3-b]indole]-3-carboxylic acid